(3R,5R)-5-((5-bromo-1-methyl-6-oxo-1,6-dihydropyridazin-4-yl)amino)-1-methylpiperidin BrC1=C(C=NN(C1=O)C)N[C@@H]1CCCN(C1)C